FC(C1=NN=C(O1)C1=CC=C(N=N1)CN1N=NC(=C1)C=1C=CC(=NC1)N)F 5-(1-((6-(5-(difluoromethyl)-1,3,4-oxadiazol-2-yl)pyridazin-3-yl)methyl)-1H-1,2,3-triazol-4-yl)pyridin-2-amine